N-[6-(difluoromethyl)-2-pyridinyl]-2-[4-[[4-[4-[(2,6-dioxo-3-piperidinyl)oxy]phenyl]-1-piperidinyl]methyl]cyclohexyl]-7-isopropoxy-imidazo[1,2-a]pyridine-6-carboxamide FC(C1=CC=CC(=N1)NC(=O)C=1C(=CC=2N(C1)C=C(N2)C2CCC(CC2)CN2CCC(CC2)C2=CC=C(C=C2)OC2C(NC(CC2)=O)=O)OC(C)C)F